3-(5-isopropyl-3-methylene-cyclohexen-1-yl)propanal C(C)(C)C1CC(C=C(C1)CCC=O)=C